CN1N=C(C2=CC=C(C=C12)N1CCC(CC1)=O)C1C(NC(CC1)=O)=O 3-(1-methyl-6-(4-oxopiperidin-1-yl)-1H-indazol-3-yl)piperidine-2,6-dione